N1C=C(C2=CC=CC=C12)NCC(=O)O N-(3-indolyl)glycine